6-(2-methoxyphenyl)-1-(3,4,5-trimethoxyphenyl)-1H-benzo[d][1,2,3]triazole COC1=C(C=CC=C1)C=1C=CC2=C(N(N=N2)C2=CC(=C(C(=C2)OC)OC)OC)C1